methylvinyldiethoxysilane CC=C[SiH](OCC)OCC